NCC1=C(C=C(C=C1)C(F)(F)F)C(F)(F)F 1-Aminomethyl-2,4-Bis(trifluoromethyl)benzene